2-Chloro-5-{[(3-hydroxy-2,2-dimethylpropionyl)amino]methyl}-N-[1-(1,3-thiazol-4-yl)-1H-indazol-4-yl]benzamide 6-azidohexyl-4-methylbenzenesulfonate N(=[N+]=[N-])CCCCCCOS(=O)(=O)C1=CC=C(C=C1)C.ClC1=C(C(=O)NC2=C3C=NN(C3=CC=C2)C=2N=CSC2)C=C(C=C1)CNC(C(CO)(C)C)=O